N1=C(N=C(C=C1)N1C(C2=CC(=C(C=C2C1C1=CC=C(C=C1)OC)OC)OC)=O)C1=NC=CC=N1 2-([2,2'-bipyrimidin]-4-yl)-5,6-dimethoxy-3-(4-methoxyphenyl)isoindolin-1-one